[4-(difluoromethoxy)-2-(2,6-dioxopiperidin-3-yl)-3-oxo-2,3-dihydro-1H-isoindol-5-yl]methyl N-(4-phenoxyphenyl)carbamate O(C1=CC=CC=C1)C1=CC=C(C=C1)NC(OCC=1C(=C2C(N(CC2=CC1)C1C(NC(CC1)=O)=O)=O)OC(F)F)=O